1,1-diethoxy-5-methoxy-2-pentyne C(C)OC(C#CCCOC)OCC